C(C)(C)(C)C=1C=CC=2C(NS(C=3C=CC=C(NC(CC[C@H]4CC(N(C2N1)C4)(C)C)C4=NC=CC(=C4)C4COC4)N3)(=O)=O)=O (14S)-8-tert-butyl-12,12-dimethyl-17-[4-(oxetan-3-yl)pyridin-2-yl]-2λ6-thia-3,9,11,18,23-pentaazatetracyclo[17.3.1.111,14.05,10]tetracosa-1(23),5(10),6,8,19,21-hexaene-2,2,4-trione